[Fe](C#N)C#N.[Fe] iron iron cyanide